tert-butyl ((1r,4r)-4-(((1-(4-((2,6-dioxopiperidin-3-yl)amino)-2-fluorophenyl)piperidin-4-yl) methyl)(methyl)amino)cyclohexyl)carbamate O=C1NC(CCC1NC1=CC(=C(C=C1)N1CCC(CC1)CN(C1CCC(CC1)NC(OC(C)(C)C)=O)C)F)=O